[1,4'-Bipiperidin]-1'-yl(3-(2-(dimethylamino)ethyl)-1H-indol-1-yl)methanone di-formate C(=O)O.C(=O)O.N1(CCCCC1)C1CCN(CC1)C(=O)N1C=C(C2=CC=CC=C12)CCN(C)C